C1(CC1)[C@H](C1=CC=2N(N=C1)C=C(N2)[C@@H](NC(=O)C=2C(=NOC2)C)C2CCC(CC2)(F)F)NC(C[C@@H](C(F)(F)F)C)=O |o1:34| N-((S)-(7-((R)-Cyclopropyl((S*)-4,4,4-trifluoro-3-methylbutanamido)methyl)imidazo[1,2-b]pyridazin-2-yl)(4,4-difluorocyclohexyl)methyl)-3-methylisoxazole-4-carboxamide